FC1C2(C(C(CO2)=O)C(=O)OCC)CCN(C1)C(=O)OC(C)(C)C 8-(tert-butyl) 4-ethyl 6-fluoro-3-oxo-1-oxa-8-azaspiro[4.5]decane-4,8-dicarboxylate